(1R,4s)-4-(8-(4-chloro-2,6-difluorophenylamino)-2-((1S,3R)-3-hydroxycyclohexylamino)-9H-purin-9-yl)cyclohexanecarboxamide ClC1=CC(=C(C(=C1)F)NC=1N(C2=NC(=NC=C2N1)N[C@@H]1C[C@@H](CCC1)O)C1CCC(CC1)C(=O)N)F